C1(=CC=C(C=C1)P(=O)(C1=CC=C(C=C1)C)C(C(=O)C1=CC=CC=C1)CP(=O)(C1=CC=C(C=C1)C)C1=CC=C(C=C1)C)C 2,3-bis(di-p-tolylphosphoryl)-1-phenylpropan-1-one